C(C=CC1=CC=CC=C1)(=O)OC1CC(CCC1C(C)C)C menthol cinnamate